5-[3-{Methyl-[(piperidin-4-yl)methyl]amino}-4-(trifluoromethyl)phenyl]-1,3,4-oxadiazol-2(3H)-one CN(C=1C=C(C=CC1C(F)(F)F)C1=NNC(O1)=O)CC1CCNCC1